1-(1-(trifluoromethyl)cyclopropyl)piperidine-4-carboxylic acid FC(C1(CC1)N1CCC(CC1)C(=O)O)(F)F